C(C)(C)(C)N(C(O)=O)[C@H]1CN(CC1)C1=NC=C(C=C1)C1=CC=C2C(=C(NC2=C1)C1=CC(=NC(=C1)C)C)C.ClC1=C(C=NC2=CC=C(C=C12)Cl)S(=O)(=O)NC1=CC=NC=C1 4,6-dichloro-N-(4-pyridinyl)quinoline-3-sulfonamide tert-butyl-(R)-(1-(5-(2-(2,6-dimethylpyridin-4-yl)-3-methyl-1H-indol-6-yl)pyridin-2-yl)pyrrolidin-3-yl)carbamate